[6-(trifluoromethyl)-1H-indol-2-yl]methanone FC(C1=CC=C2C=C(NC2=C1)C=O)(F)F